C(C)(C)(C)OC(=O)N1[C@@H]2C(=C[C@H]1CC2)C(F)(F)F |r| (±)-(1s,4r)-2-(trifluoromethyl)-7-azabicyclo[2.2.1]hept-2-ene-7-carboxylic acid tert-butyl ester